O=C1N(C([C@@H](N1)CC(F)(F)F)=O)C1CC2(CC(C2)OC2=NC=CC=C2C(=O)N)C1 2-{[(αR)-6-[(4S)-2,5-dioxo-4-(2,2,2-trifluoroethyl)imidazolidin-1-yl]spiro[3.3]heptan-2-yl]oxy}pyridine-3-carboxamide